1-ethyl-5-aminopyrazole C(C)N1N=CC=C1N